C(C)(C)(C)[C@]1(N(C[C@@H]([C@H]1OC(=O)C1CN(C1)CC1=CC=CC=C1)OC(=O)OC(C)(C)C)C(=O)O)CC1=CC=C(C=C1)OC.C(CCC)NC(CCCCCCCCCCCCC(=O)NCC(=O)O)=O (14-(butylamino)-14-oxomyristoyl)glycine tert-butyl-(2R,3S,4S)-3-(1-benzylazetidine-3-carbonyloxy)-4-[(tert-butoxycarbonyl)oxy]-2-[(4-methoxyphenyl)methyl]pyrrolidine-1-carboxylate